NC1=NC2=NC=C(N=C2C=N1)C=1C(=C(C=CC1F)NS(=O)(=O)C=1C(=NC=C(C1)Cl)OC)F N-[3-(2-aminopteridin-6-yl)-2,4-difluorophenyl]-5-chloro-2-methoxypyridine-3-sulfonamide